Tert-butyl ((1r,4r)-4-(4,6-dichloronicotinamido)cyclohexyl)carbamate ClC1=CC(=NC=C1C(=O)NC1CCC(CC1)NC(OC(C)(C)C)=O)Cl